4-(3-nitro-5-trifluoromethyl-phenyl)-3-morpholone [N+](=O)([O-])C=1C=C(C=C(C1)C(F)(F)F)N1C(COCC1)=O